9-methylenetetracyclo[6.2.1.13,6.02,7]Dodec-4-ene C=C1C2C3C4C=CC(C3C(C1)C2)C4